N1(CCC1)C(=O)N1[C@H]([C@H](C(C1)(F)F)NS(N(C)C)(=O)=O)CC1=C(C(=CC=C1)C1=NC(=CC=C1)C)F N'-[(2S,3R)-1-(azetidine-1-carbonyl)-4,4-difluoro-2-{[2-fluoro-3-(6-methylpyridin-2-yl)phenyl]methyl}pyrrolidin-3-yl]-N,N-dimethylsulfuric diamide